TBDPS alcohol [Si](C1=CC=CC=C1)(C1=CC=CC=C1)(C(C)(C)C)O